ClC(C[Si](Cl)(Cl)Cl)C β-chloro-n-propyltrichlorosilane